COC(C1=C(C(=C(N=N1)C1=C(C=C(C=C1)C(F)(F)F)O)C)C)C=1C=NC=CC1 2-(6-(methoxy(pyridin-3-yl)methyl)-4,5-dimethylpyridazin-3-yl)-5-(trifluoromethyl)phenol